(2R)-N-((R or S)-(3-chloro-2,4-difluoro-phenyl)(trans-3-methoxy-cyclobutyl)methyl)-2-methyl-3-oxopiperazine-1-carboxamide ClC=1C(=C(C=CC1F)[C@H](NC(=O)N1[C@@H](C(NCC1)=O)C)[C@@H]1C[C@H](C1)OC)F |o1:8|